N[C@@H]([C@@H](C)CC)C(=O)O[Si](C)(C)C Isoleucine, trimethylsilyl ester